3-(1H-benzo[d]imidazol-2-yl)-4-chloroaniline N1C(=NC2=C1C=CC=C2)C=2C=C(N)C=CC2Cl